C(#N)C1=C(OC=2C=C3C(N(C=NC3=CC2)[C@H]2COC3(C2)CCN(CC3)C(=O)OC(C)(C)C)=O)C(=CC=C1F)F |r| racemic-tert-butyl 3-[6-(2-cyano-3,6-difluoro-phenoxy)-4-oxo-quinazolin-3-yl]-1-oxa-8-azaspiro[4.5]decane-8-carboxylate